CC1(CCC1)NCC1=CC=2N=CNC(C2N1COCC[Si](C)(C)C)=O 6-[[(1-methylcyclobutyl)amino]methyl]-5-(2-trimethylsilylethoxymethyl)-3H-pyrrolo[3,2-d]pyrimidin-4-one